(4-(difluoromethyl)-2-fluorobenzoyl)-2,5-dimethylpiperazine-1-carboxylate FC(C1=CC(=C(C(=O)OC(=O)N2C(CNC(C2)C)C)C=C1)F)F